ON/C(=N/[H])/[C@H]1CN(CCC1)C(=O)OC(C)(C)C tert-butyl (R,E)-3-(N-hydroxycarbamimidoyl)piperidine-1-carboxylate